BrCCOCCCCCC(=O)OCCCCCCCC octyl 6-(2-bromoethoxy)hexanoate